N-(6-bromo-2,4-dimethyl-3-pyridyl)-3,3-dimethyl-butanamide BrC1=CC(=C(C(=N1)C)NC(CC(C)(C)C)=O)C